5-[4-(6-cyclobutoxy-2-pyridyl)-2,6-difluoro-phenyl]hexanoic acid C1(CCC1)OC1=CC=CC(=N1)C1=CC(=C(C(=C1)F)C(CCCC(=O)O)C)F